tert-butyl 2-((2-(1-methyl-2,6-dioxopiperidin-3-yl)-1,3-dioxo-2,3-dihydro-1H-benzo[de]isoquinolin-5-yl)oxy)acetate CN1C(C(CCC1=O)N1C(C2=CC=CC=3C2=C(C1=O)C=C(C3)OCC(=O)OC(C)(C)C)=O)=O